(S)-1-(8-(2-(pyridin-4-yl)pyrido[3,4-d]pyrimidin-4-yl)-2,8-diazaspiro[4.5]decan-2-yl)propan-2-ol N1=CC=C(C=C1)C=1N=C(C2=C(N1)C=NC=C2)N2CCC1(CCN(C1)C[C@H](C)O)CC2